1-(5-(aminomethyl)-2-methylphenyl)dihydropyrimidine-2,4(1H,3H)-dione NCC=1C=CC(=C(C1)N1C(NC(CC1)=O)=O)C